N-[5-(2,6-dichlorophenyl)-1H-indazol-3-yl]-4-(dimethylamino)cyclohexanamide hydrochloride Cl.ClC1=C(C(=CC=C1)Cl)C=1C=C2C(=NNC2=CC1)NC(=O)C1CCC(CC1)N(C)C